4-(((R)-1-(3-(difluoromethyl)-2-fluorophenyl)ethyl)amino)-6-(1-(fluoromethyl)cyclopropyl)-8-((R)-Hexahydropyrrolo[1,2-a]pyrazin-2(1H)-yl)-2-methylpyrido[4,3-d]pyrimidin-7(6H)-one FC(C=1C(=C(C=CC1)[C@@H](C)NC=1C=2C(N=C(N1)C)=C(C(N(C2)C2(CC2)CF)=O)N2C[C@@H]1N(CC2)CCC1)F)F